[N+](=O)([O-])C1=C(C=CC=C1)S(=O)(=O)NC1CCN(CC1)C(=O)OC(C)(C)C tert-butyl 4-(2-nitrobenzenesulfonamido)piperidine-1-carboxylate